3-cyclopropyl-N-[1-(3-pyrimidin-2-ylpyrazin-2-yl)ethyl]-5-(trifluoromethyl)benzamide C1(CC1)C=1C=C(C(=O)NC(C)C2=NC=CN=C2C2=NC=CC=N2)C=C(C1)C(F)(F)F